(S)-4-(3-aminoprop-1-yn-1-yl)-6-((5-oxopyrrolidin-2-yl)methoxy)pyrido[3,4-g]isoquinolin-1(2H)-one NCC#CC1=CNC(C2=CC=3C=CN=C(C3C=C21)OC[C@H]2NC(CC2)=O)=O